C12CN(CC2O1)C(C)=O 1-(6-oxa-3-azabicyclo[3.1.0]hexan-3-yl)ethan-1-one